4-((1-hydroxypropan-2-yl)amino)-1-methyl-6-nitroquinolin-2(1H)-one OCC(C)NC1=CC(N(C2=CC=C(C=C12)[N+](=O)[O-])C)=O